C(C)(C)(C)OC(=O)N1CC2=C(CC1)N(N=C2)C 1-methyl-6,7-dihydro-4H-pyrazolo[4,3-c]pyridine-5-carboxylic acid tert-butyl ester